C(C)(C)C1=C(C=CC=C1)NCC1=CC=C(C=C1)C1=NC2=C(N1)C=CC=C2C(=O)N 2-(4-(((2-isopropylphenyl)amino)methyl)phenyl)-1H-benzimidazole-4-carboxamide